dimyristoyl-propylamine C(CCCCCCCCCCCCC)(=O)N(CCC)C(CCCCCCCCCCCCC)=O